O1C(=NCC1)C1=NC(=CC=C1)C=1OCCN1 2,6-bis(2-oxazolin-2-yl)pyridine